(E)-4-((5-(4-(methylsulfonyl)piperazin-1-yl)thiophen-2-yl)methylene)-3-phenylisoxazol-5(4H)-one CS(=O)(=O)N1CCN(CC1)C1=CC=C(S1)\C=C\1/C(=NOC1=O)C1=CC=CC=C1